CC(C)(C)S(=O)NC(C)C1=CC=C(C=C1)S(=O)(=O)N 4-[1-[(2-methylpropane-2-sulfinyl)amino]ethyl]benzene-1-sulfonamide